C(C)S(=O)(=N)C=1C=C(C=NC1C1=NC=2C(=NC=C(C2)C(F)(F)F)N1C)OC(C#N)(C)C 2-[[5-(ethylsulfonimidoyl)-6-[3-methyl-6-(trifluoromethyl)imidazo[4,5-b]pyridin-2-yl]-3-pyridyl]oxy]-2-methyl-propanenitrile